NCC[C@@H](C(=O)OC)NC(=O)OCC1=CC=CC=C1 methyl (S)-4-amino-2-(((benzyloxy)carbonyl)amino)butanoate